tert-butyl (3S)-3-[4-[3-cyano-4-(2,6-difluorophenyl)sulfanyl-pyrazolo[1,5-a]pyridin-6-yl] pyrazol-1-yl]piperidine-1-carboxylate C(#N)C=1C=NN2C1C(=CC(=C2)C=2C=NN(C2)[C@@H]2CN(CCC2)C(=O)OC(C)(C)C)SC2=C(C=CC=C2F)F